C[C@@H]1O[C@H](CN(C1)C1=CC=CC(=N1)NC(=O)C1=NC=C(N=C1N1CCC2(CC2)CC1)NC(CO)(C)C)C N-(6-((2S,6S)-2,6-dimethylmorpholino)pyridin-2-yl)-5-((1-hydroxy-2-methylpropan-2-yl)amino)-3-(6-azaspiro[2.5]octan-6-yl)pyrazine-2-carboxamide